1,4-bis(propyl-iso-propylamino)-1,4-disilabutane C(CC)N([SiH2]CC[SiH2]N(C(C)C)CCC)C(C)C